C(#C)C1=C2C(=CC(=CC2=CC=C1F)O)C1=C(C=2N=C(N=C(C2C=N1)N1CCOCC(C1)C(F)(F)F)OC[C@]12CCCN2C[C@@H](C1)F)F 5-ethynyl-6-fluoro-4-(8-fluoro-2-(((2R,7aS)-2-fluorotetrahydro-1H-pyrrolizin-7a(5H)-yl)methoxy)-4-(6-(trifluoromethyl)-1,4-oxazepan-4-yl)pyrido[4,3-d]pyrimidin-7-yl)naphthalen-2-ol